amino-5'-benzoyl-5,7-dimethyl-2-oxo-6'-phenylspiro[indoline-3,4'-pyran]-3'-carbonitrile NC=1OC(=C(C2(C1C#N)C(NC1=C(C=C(C=C12)C)C)=O)C(C1=CC=CC=C1)=O)C1=CC=CC=C1